4-(4-oxo-4-(4-(6-(trifluoromethyl)pyridazin-3-yl)piperazin-1-yl)butyl)phthalazin-1(2H)-one O=C(CCCC1=NNC(C2=CC=CC=C12)=O)N1CCN(CC1)C=1N=NC(=CC1)C(F)(F)F